5-[4-amino-5-(trifluoromethyl)pyrrolo[2,1-f][1,2,4]triazin-7-yl]-N-[(3R,4S)-4-fluoro-1-(2-methylpropanoyl)pyrrolidin-3-yl]-2-methylpyridine-3-carboxamide NC1=NC=NN2C1=C(C=C2C=2C=C(C(=NC2)C)C(=O)N[C@@H]2CN(C[C@@H]2F)C(C(C)C)=O)C(F)(F)F